C(C)(=O)[O-].C(CC)[N+]1(CCCCC1)CCCC 1-Propyl-1-butylpiperidinium acetat